ClC1=C(C=CC=C1)C#CC(CCC(=O)C1=CC=CC=C1)CC(F)(F)F 6-(2-chlorophenyl)-1-phenyl-4-(2,2,2-trifluoroethyl)hex-5-yn-1-one